7-[(2R)-3-methoxy-2-(methylamino)-3-oxo-propyl]thio-5,8-dioxo-6-phenylthio-2,3-dihydro-1H-pyrazolo[1,2-a]pyridazine-2-carboxylic acid tert-butyl ester C(C)(C)(C)OC(=O)C1CN2N(C(C(=C(C2=O)SC2=CC=CC=C2)SC[C@@H](C(=O)OC)NC)=O)C1